Azetidin-3-yl-(4-(4-methoxy-5-(trifluoromethyl)pyridin-2-yl)piperazin-1-yl)methanone N1CC(C1)C(=O)N1CCN(CC1)C1=NC=C(C(=C1)OC)C(F)(F)F